(R)-6-Fluoro-5-((1-(5-fluoro-2-methoxypyridin-3-yl)ethyl)amino)pyrazolo[1,5-a]pyrimidine FC=1C(=NC=2N(C1)N=CC2)N[C@H](C)C=2C(=NC=C(C2)F)OC